4-(((((di-tert-butoxyphosphoryl)oxy)methoxy)carbonyl)(methyl)amino)butanoic acid C(C)(C)(C)OP(=O)(OC(C)(C)C)OCOC(=O)N(CCCC(=O)O)C